1,5-diethoxy-3-pentanone C(C)OCCC(CCOCC)=O